trans-1-(6-chlorothieno[2,3-b]pyridin-2-yl)-3-methoxy-3-methylcyclobutan-1-ol ClC1=CC=C2C(=N1)SC(=C2)C2(CC(C2)(C)OC)O